(2-(allyloxy)-3,4-difluorophenyl)(2-methylthiophene-3-yl)methanol C(C=C)OC1=C(C=CC(=C1F)F)C(O)C1=C(SC=C1)C